1-((5S)-5-methyl-9-(4-(((tetrahydro-2H-pyran-2-yl)oxy)methyl)-2-oxabicyclo[2.2.2]oct-1-yl)-5,6-dihydroimidazo[1,5-a]pyrazolo[5,1-c]pyrazin-3-yl)ethan-1-one C[C@H]1CN2C(C=3N1C(=NC3)C(C)=O)=CC(=N2)C23OCC(CC2)(CC3)COC3OCCCC3